(difluoro(2-(((3S,6S,9aS)-3-(3-isopropyl-3-phenylazetidine-1-carbonyl)-5-oxooctahydro-1H-pyrrolo[1,2-a]azepin-6-yl)carbamoyl)benzo[b]thiophen-5-yl)methyl)phosphonic acid FC(C1=CC2=C(SC(=C2)C(N[C@H]2CCC[C@@H]3N(C2=O)[C@@H](CC3)C(=O)N3CC(C3)(C3=CC=CC=C3)C(C)C)=O)C=C1)(F)P(O)(O)=O